C(#N)C(C)(C)C1=CC=2N(C=C1)C(=CN2)C2=CC(=C(C(=O)NCCCO)C(=C2)OC)OC(F)F 4-[7-(1-Cyano-1-methyl-ethyl)imidazo[1,2-a]pyridin-3-yl]-2-(difluoromethoxy)-N-(3-hydroxypropyl)-6-methoxy-benzamide